2-tetradecylethyl-sulfonic acid C(CCCCCCCCCCCCC)CCS(=O)(=O)O